ClC1=CC=C(C=C1)C1=NC(=NN1)C1=CC=C(C(=O)O)C=C1 4-[5-(4-Chlorophenyl)-1H-1,2,4-triazol-3-yl]benzoic acid